C(C)(C)(C)OC(NCC(C(C)C)N1C(=CC2=C1N=C(N=C2)Cl)C(OCC)OCC)=O N-[2-[2-chloro-6-(diethoxymethyl)pyrrolo[2,3-d]pyrimidin-7-yl]-3-methyl-butyl]carbamic acid tert-butyl ester